1-(5-{7-amino-8-[(E)-2-ethoxyethenyl]-1,6-naphthyridin-3-yl}-4-methylpyridin-2-yl)propan-1-one NC1=NC=C2C=C(C=NC2=C1\C=C\OCC)C=1C(=CC(=NC1)C(CC)=O)C